Benzyl (2-fluoro-4-hydroxybutyl)carbamate FC(CNC(OCC1=CC=CC=C1)=O)CCO